4-[(1s,4s,5r)-5-{[3-(2-chloro-6-methylphenyl)-5-(1-fluorocyclopropyl)-1,2-oxazol-4-yl]methoxy}-2-azabicyclo[2.2.1]heptan-2-yl]-2-fluorobenzoic acid ClC1=C(C(=CC=C1)C)C1=NOC(=C1CO[C@H]1[C@@H]2CN([C@H](C1)C2)C2=CC(=C(C(=O)O)C=C2)F)C2(CC2)F